N-((R)-1-(2,4-dichlorophenyl)ethyl)-5-((R)-1-methyl-[3,4'-bipiperidin]-1'-yl)-[1,2,4]triazolo[1,5-a]pyrimidin-7-amine ClC1=C(C=CC(=C1)Cl)[C@@H](C)NC1=CC(=NC=2N1N=CN2)N2CCC(CC2)[C@@H]2CN(CCC2)C